COC1=CC=2N(C3=CC=CC=C3SC2C=C1)CCC1N(CCCC1)C(C)=O 1-(2-(2-(2-methoxy-10H-phenothiazin-10-yl)ethyl)piperidin-1-yl)ethan-1-one